FC=1C(=NC(=NC1)N[C@H]1[C@@H](COCC1)O)C=1C=C2C(=C(C=NC2=CC1)CN1C(COCC1)=O)C(C)C ((6-(5-fluoro-2-(((3S,4R)-3-hydroxytetrahydro-2H-pyran-4-yl)amino)pyrimidin-4-yl)-4-isopropylquinolin-3-yl)methyl)morpholin-3-one